COC([C@@H](NC(COC)=O)CC1=CC=CC=C1)=O N-(methoxyacetyl)phenylalanine Methyl Ester